(R)-3-AMINO-2-(HYDROXYMETHYL)PROPANOIC ACID NC[C@@H](C(=O)O)CO